Triethoxymethoxytitanium C(C)OC(O[Ti])(OCC)OCC